NC(C)(C1=CC=C(C=C1)F)C=1C=NC(=NC1)N1CCN(CC1)C1=NC=NN2C1=CC(=C2)C=2C=NN(C2)[C@@H]2C[C@H](C2)O trans-3-{4-[4-(4-{5-[1-amino-1-(4-fluoro-phenyl)-ethyl]-pyrimidin-2-yl}-piperazin-1-yl)-pyrrolo[2,1-f][1,2,4]triazin-6-yl]-pyrazol-1-yl}-cyclobutanol